(4-bromophenoxy)-1-(methylsulfonyl)azetidine BrC1=CC=C(OC2N(CC2)S(=O)(=O)C)C=C1